(7-(2-(4-(6-Fluorobenzo[b]thiophen-4-yl)piperazin-1-yl)ethyl)-3-hydroxy-2-oxoquinolin-1(2H)-yl)methyl hexanoate C(CCCCC)(=O)OCN1C(C(=CC2=CC=C(C=C12)CCN1CCN(CC1)C1=CC(=CC=2SC=CC21)F)O)=O